ClC1=NC=C2C(=NN3CCOC1=C32)I 7-chloro-3-iodo-9-oxa-1,2,6-triazatricyclo[6.3.1.04,12]dodeca-2,4,6,8(12)-tetraene